C(C)(C)N1N=C(C=C1)S(=O)(=O)NC(NC1=C2C(=CC=3CCCC13)CC2)=O 1-Isopropyl-N-((2,4,5,6-tetrahydro-1H-cyclobuta[f]inden-3-yl)carbamoyl)-1H-pyrazole-3-sulfonamide